C12CC(CC2C1)OC1=C(C=C(C=C1)NC(=O)C=1N=C(OC1CC)N1CC(C1)(OC)CC)F N-(4-(cis-bicyclo[3.1.0]hexan-3-yloxy)-3-fluorophenyl)-5-ethyl-2-(3-ethyl-3-methoxyazetidin-1-yl)oxazole-4-carboxamide